(2R)-N-((R or S)-(3-chloro-4-fluorophenyl)(2-(trifluoromethyl)pyrimidin-5-yl)methyl)-2-methyl-3-oxopiperazine-1-carboxamide ClC=1C=C(C=CC1F)[C@@H](NC(=O)N1[C@@H](C(NCC1)=O)C)C=1C=NC(=NC1)C(F)(F)F |o1:8|